COC(C1=C(C(=C(C(=C1)CC1=CC=C(C=C1)C=1C=NN(C1)C)C)[N+](=O)[O-])O)=O 2-hydroxy-4-methyl-5-[4-(1-methyl-1H-pyrazol-4-yl)-benzyl]-3-nitrobenzoic acid methyl ester